NC=1C=C(C(=O)[O-])C=CC1 3-aminobenzoate